ClCC1=CC(=NC=N1)N1C(NC(CC1)=O)=O 1-(6-(Chloromethyl)pyrimidin-4-yl)dihydropyrimidine-2,4(1H,3H)-dione